COC1=CC(=NC=C1)C(=O)N 4-methoxypyridinamide